N-((4-(2-fluoro-4-(trifluoromethyl)phenyl)-4,5,6,7-tetrahydro[1,2,4]triazolo[1,5-a]pyrimidin-6-yl)methyl)acrylamide FC1=C(C=CC(=C1)C(F)(F)F)N1C=2N(CC(C1)CNC(C=C)=O)N=CN2